5-((4-chloro-2,3-dihydro-1H-inden-1-yl)methyl)-1H-imidazole ClC1=C2CCC(C2=CC=C1)CC1=CN=CN1